C(CCCCCCCCCCC)(=O)CNCCC(=O)O N-lauroylmethyl-β-alanine